FC1=C(COC=2C=CC3=C(NC(=N3)CN3C(C(=CC=C3)NC([C@H](CC\C=C\C(=O)N(C)C)NC(OC)=O)=O)=O)C2)C=CC(=C1)F methyl (S,E)-(1-((1-((6-((2,4-difluorobenzyl)oxy)-1H-benzo[d]imidazol-2-yl)methyl)-2-oxo-1,2-dihydropyridin-3-yl)amino)-7-(dimethylamino)-1,7-dioxohept-5-en-2-yl)carbamate